3-amino-4-(5-methyl-1H-indazol-4-yl)-6-(phenylamino)picolinamide NC=1C(=NC(=CC1C1=C2C=NNC2=CC=C1C)NC1=CC=CC=C1)C(=O)N